FC1=C(COC2=CC=CC(=N2)C2=CC=C(C=C2)CC(=O)NC2=C(C=C(C(=O)OC)C=C2)NC[C@H]2COCC2)C=CC(=C1)C(F)(F)F methyl (S)-4-(2-(4-(6-((2-fluoro-4-(trifluoromethyl)benzyl)oxy)pyridin-2-yl)phenyl)acetamido)-3-(((tetrahydrofuran-3-yl)methyl)amino)benzoate